(R)-N-((S)-1'-(4-amino-5-bromo-6-methylpyrimidin-2-yl)-1,3-dihydrospiro[indene-2,4'-piperidin]-1-yl)-2-methylpropane-2-sulfinamide NC1=NC(=NC(=C1Br)C)N1CCC2(CC1)[C@@H](C1=CC=CC=C1C2)N[S@](=O)C(C)(C)C